C(CCCCCCCCCCCCCCCCCCC)(=O)OCCCCCCCCCCCCCCCCCCC nonadecyl arachidate